6-(6-chloro-4-{3,6-diazabicyclo[3.1.1]heptan-6-yl}-8-fluoro-2-{[(2S)-1-methylpyrrolidin-2-yl]methoxy}quinazolin-7-yl)-4-methyl-5-(trifluoromethyl)pyridin-2-amine ClC=1C=C2C(=NC(=NC2=C(C1C1=C(C(=CC(=N1)N)C)C(F)(F)F)F)OC[C@H]1N(CCC1)C)N1C2CNCC1C2